C(=C)C=1C([N+](C(N1)=O)=O)=O vinylimidazoliumtriOne